1-Acetyl-5-(trifluoromethoxy)indolin-2-one C(C)(=O)N1C(CC2=CC(=CC=C12)OC(F)(F)F)=O